4-Cyclopropyl-2-fluoro-N-(o-tolylcarbamoyl)benzamide C1(CC1)C1=CC(=C(C(=O)NC(NC2=C(C=CC=C2)C)=O)C=C1)F